Cl.Cl.N=1N=CN2C1C(=NC=C2)N2CC(CC2)N 1-[1,2,4]triazolo[4,3-a]pyrazin-8-yl-pyrrolidin-3-ylamine dihydrochloride salt